1-methyl-1,2,3,6-tetrahydrophthalic anhydride CC12C(=O)OC(C1CC=CC2)=O